COCC=1C=NC=CC1C(=O)NC=1C=C2CCC(NC2=CC1)=O 3-(methoxymethyl)-N-(2-oxo-3,4-dihydro-1H-quinolin-6-yl)pyridine-4-carboxamide